2-Thioxo-1-((2-((2R,4S)-4-(trifluoromethyl)piperidin-2-yl)pyridin-3-yl)methyl)-1,2,3,5-tetrahydro-4H-pyrrolo[3,2-d]pyrimidin-4-one S=C1NC(C2=C(N1CC=1C(=NC=CC1)[C@@H]1NCC[C@@H](C1)C(F)(F)F)C=CN2)=O